3-Hydroxy-5-(2-hydroxypiperazin-1-yl)-2,3-dihydro-1,4-benzodioxine OC1OC2=C(OC1)C=CC=C2N2C(CNCC2)O